2-[6,7-dichloro-1-tetrahydropyran-2-yl-3-(1-tetrahydropyran-2-ylpyrazol-4-yl)indazol-4-yl]oxyacetonitrile ClC1=CC(=C2C(=NN(C2=C1Cl)C1OCCCC1)C=1C=NN(C1)C1OCCCC1)OCC#N